N-(2-chloro-5-methyl-4-nitrophenyl)acetamide ClC1=C(C=C(C(=C1)[N+](=O)[O-])C)NC(C)=O